CNS(=O)(=O)C1=CC=C(C=C1)C=1C=CC=C2C=NC(=NC12)NC=1C=NC(=NC1)N1CCN(CC1)C n-methyl-4-(2-((2-(4-methylpiperazin-1-yl)pyrimidin-5-yl)amino)quinazolin-8-yl)benzenesulfonamide